(S)-7-((2-azaspiro[3.5]non-7-yl)methyl)-2-(pent-2-yloxy)imidazo[2,1-f][1,2,4]triazin-4-amine C1NCC12CCC(CC2)CC2=CN=C1C(=NC(=NN12)O[C@@H](C)CCC)N